C(C)(C)(C)OC(=O)NC(=NC1=CC=C(C=C1)OC)NC(=O)OC(C)(C)C N,N'-di-tert-butoxycarbonyl-N''-(4-methoxyphenyl)guanidine